S1C=NC2=C1C=CC(=C2)NC2=CC=NC1=CC(=CC=C21)C2=CC=C(C(=O)NCCO)C=C2 4-(4-(benzo[d]thiazol-5-ylamino)quinolin-7-yl)-N-(2-hydroxyethyl)benzamide